quinazolin-6(5H)-one N1=CN=CC=2CC(C=CC12)=O